4-(2-chloro-4-fluorophenyl)-7-(((R)-1-((S)-3-(methoxymethyl)morpholino)-1-oxopropan-2-yl)oxy)isoquinolin-1(2H)-one ClC1=C(C=CC(=C1)F)C1=CNC(C2=CC(=CC=C12)O[C@@H](C(=O)N1[C@H](COCC1)COC)C)=O